NC1(C#N)C(C#N)(C=CC=C1)N 1,2-diaminophthalonitrile